CS(=O)(=NCC1=CC=C(C=C1)C1=NOC(=N1)C(F)(F)F)C=1N=CSC1 methyl(thiazol-4-yl)((4-(5-(trifluoromethyl)-1,2,4-oxadiazol-3-yl)benzyl)imino)-λ6-sulfanone